tert-Butyl (3S)-3-(2-((4-(4-bromo-6-chloro-1-(tetrahydro-2H-pyran-2-yl)-1H-indazol-5-yl)-2-oxobutyl)amino)-2-oxoethyl)piperidine-1-carboxylate BrC1=C2C=NN(C2=CC(=C1CCC(CNC(C[C@H]1CN(CCC1)C(=O)OC(C)(C)C)=O)=O)Cl)C1OCCCC1